1-ethyl-3-butene C(C)CCC=C